C(N)(=O)CC1N(CC1)C(=O)OC(C)(C)C tert-butyl 2-(carbamoylmethyl)azetidine-1-carboxylate